7-methoxy-8-(1-methyl-1H-pyrrol-3-yl)-1-thiophen-3-yl-1,4-dihydro-chromeno[4,3-c]pyrazole-3-carboxylic acid (1S,3S)-3-amino-cyclopentyl ester N[C@@H]1C[C@H](CC1)OC(=O)C=1C2=C(N(N1)C1=CSC=C1)C=1C=C(C(=CC1OC2)OC)C2=CN(C=C2)C